alpha-bromo-R-ethanone BrC(C)=O